FC=1C(=CC(N(C1)CN1N=NC(=C1)C1=C2C=NNC2=CC(=C1)OC)=O)N1CC(CCC1)NCC1CCC1 5-fluoro-1-[[4-(6-methoxy-1H-indazol-4-yl)triazol-1-yl]methyl]-4-[3-(cyclobutylmethylamino)-1-piperidyl]pyridin-2-one